BrC1=CN(C=2C1=NC(=CC2N(C(OC(C)(C)C)=O)CC=2SC=CC2)Cl)C(F)F tert-butyl (3-bromo-5-chloro-1-(difluoromethyl)-1H-pyrrolo[3,2-b]pyridin-7-yl)(thiophen-2-ylmethyl)carbamate